4-[[2-[(4-Bromobenzoyl)amino]-1-oxopropyl]amino]cyclohexanecarboxylic acid BrC1=CC=C(C(=O)NC(C(=O)NC2CCC(CC2)C(=O)O)C)C=C1